1-(4-fluorophenyl)-1,2,4-triazole FC1=CC=C(C=C1)N1N=CN=C1